5-bromo-2-fluoro-3-hydroxy-N-[2-(trifluoromethyl)pyridin-4-yl]benzamide BrC=1C=C(C(=C(C(=O)NC2=CC(=NC=C2)C(F)(F)F)C1)F)O